Cl.N[C@@H](C(=O)OC)CC Methyl (R)-2-aminobutyrate hydrochloride